CCC\C=C/C Z-4-hexen